6-[4-[(3aR,6aR)-5-methyl-2,3,3a,4,6,6a-hexahydropyrrolo[2,3-c]pyrrol-1-yl]-5,6-difluoro-8-(methylamino)-9H-pyrido[2,3-b]indol-3-yl]-1-methyl-4-oxo-1,8-naphthyridine-3-carboxylic acid CN1C[C@H]2[C@@H](C1)CCN2C2=C(C=NC=1NC3=C(C=C(C(=C3C12)F)F)NC)C=1C=C2C(C(=CN(C2=NC1)C)C(=O)O)=O